NC=1C=2N(C3=C(N1)C=NC(=C3)C(=O)N3[C@@H]1[C@H](CCC3)OC3=C1C=CC(=C3)C(F)(F)F)C(=NC2)Br (4-amino-1-bromoimidazo[1,5-a]pyrido[3,4-e]pyrazin-8-yl)((4aS,9bS)-7-(trifluoromethyl)-3,4,4a,9b-tetrahydrobenzofuro[3,2-b]pyridin-1(2H)-yl)methanone